4-[(cyclopentyl-methyl)amino]-2-[(1-methyl-1H-pyrazol-4-yl)amino]pyrimidin C1(CCCC1)CNC1=NC(=NC=C1)NC=1C=NN(C1)C